(3R,4S,5S)-5-((R)-6-chloroisochroman-1-yl)tetrahydrofuran-2,3,4-triol ClC=1C=C2CCO[C@H](C2=CC1)[C@@H]1[C@H]([C@H](C(O1)O)O)O